ClC1=CC=2OCCNC2N=C1OC 7-chloro-6-methoxy-3,4-dihydro-2H-pyrido[3,2-b][1,4]oxazine